N1(C=NC=C1)C(=O)OC1CC(C1)N1C(=NC2=C1C=CC=C2)C(F)(F)F (1r,3r)-3-(2-(trifluoromethyl)-1H-benzo[d]imidazol-1-yl)cyclobutyl 1H-imidazole-1-carboxylate